C(C)(C)(C)C1=NOC(=N1)C(=O)NCC1=C(C=C(C=C1)C=1C2=C(N=CN1)NC(=C2)C2=CC=C(C=C2)C2CCNCC2)C (tert-butyl)-N-(2-methyl-4-(6-(4-(piperidin-4-yl)phenyl)-7H-pyrrolo[2,3-d]Pyrimidin-4-yl)benzyl)-1,2,4-oxadiazole-5-carboxamide